ethyl 2-(2,4,5-trifluorobenzoyl)-3-ethoxyacrylate FC1=C(C(=O)C(C(=O)OCC)=COCC)C=C(C(=C1)F)F